ClC=1C=NC(=NC1)N1CCC(CC1)CCCOC1=CC(=C(C(=C1)F)CC(=O)N1C[C@@H](CC1)CNCC(CO)(CO)CO)F 2-[4-[3-[1-(5-chloropyrimidin-2-yl)-4-piperidyl]propoxy]-2,6-difluoro-phenyl]-1-[(3S)-3-[[[3-hydroxy-2,2-bis(hydroxymethyl)propyl]amino]methyl]pyrrolidin-1-yl]ethanone